1,2-Benzoquinone C1(C(C=CC=C1)=O)=O